C(C(C)(C)C)OC(=O)C1=C(NC=2C[C@H](CC(C2[C@@H]1C1=CC(=CC=C1)O)=O)C1=C(C=CC=C1)OC)CC (4S,7R)-4-(3-hydroxyphenyl)-7-(2-methoxyphenyl)-2-ethyl-5-oxo-1,4,5,6,7,8-hexahydroquinoline-3-carboxylic acid neopentyl ester